3-(3-(4-chlorophenoxy)-4-((2,2,2-trifluoroethyl)sulfonamido)phenyl)-5-(pyrazin-2-ylamino)-1H-pyrazole-4-carboxamide ClC1=CC=C(OC=2C=C(C=CC2NS(=O)(=O)CC(F)(F)F)C2=NNC(=C2C(=O)N)NC2=NC=CN=C2)C=C1